S(SC1=C(C(=O)N)C=CC=C1)C1=C(C(=O)N)C=CC=C1 2,2'-disulfanediylbisbenzamide